C(C1=CC=CC=C1)OC1CC(C1)C1=NC=C(C=N1)N 2-[(1s,3s)-3-(benzyloxy)cyclobutyl]pyrimidin-5-amine